OC(CCC(=O)[O-])CCCCCCCCCCC.[Na+] sodium 4-hydroxypentadecanoate